4-cyclopropyl-3-{pyrazolo[1,5-a]pyridine-4-yl}-N-[2-(trifluoromethyl)pyridine-4-yl]-1,2-thiazole-5-carboxamide C1(CC1)C=1C(=NSC1C(=O)NC1=CC(=NC=C1)C(F)(F)F)C=1C=2N(C=CC1)N=CC2